NCC1(CC1)C(=O)N1[C@@H](CC1)C(=O)NC=1SC2=C(N1)C=CC(=C2)OC(F)(F)F (S)-1-(1-(aminomethyl)cyclopropane-1-carbonyl)-N-(6-(trifluoromethoxy)benzo[d]thiazol-2-yl)azetidine-2-carboxamide